C(C1=CC=CC=C1)OC1=C(C=C(C=C1)C(CBr)O)NC=O N-(2-(benzyloxy)-5-(2-bromo-1-hydroxyethyl)phenyl)carboxamide